tert-Butyl ((R)-1-(((S)-1-((5-chloro-2-cyanobenzyl)amino)-1-oxopropan-2-yl)amino)-1-oxo-4-phenylbutan-2-yl)carbamate ClC=1C=CC(=C(CNC([C@H](C)NC([C@@H](CCC2=CC=CC=C2)NC(OC(C)(C)C)=O)=O)=O)C1)C#N